CC1(C(C(=CC2(CN(C2)C(=O)C2=NC=NC(=C2)C)C1)C#N)=O)C 8,8-dimethyl-2-(6-methylpyrimidine-4-carbonyl)-7-oxo-2-azaspiro[3.5]non-5-ene-6-carbonitrile